N'-[5-bromo-6-[1-(3,5-difluorophenyl)ethoxy]-2-methyl-3-pyridyl]-N-ethyl-N-methylmethylformamidine BrC=1C=C(C(=NC1OC(C)C1=CC(=CC(=C1)F)F)C)N=C(N(C)CC)C